5-(2-methyl-1-(tetrahydro-2H-pyran-4-yl)-1H-imidazo[4,5-b]pyridin-6-yl)-N-((tetrahydrofuran-2-yl)methyl)pyrrolo[2,1-f][1,2,4]triazin-2-amine CC=1N(C=2C(=NC=C(C2)C=2C=CN3N=C(N=CC32)NCC3OCCC3)N1)C1CCOCC1